5-(2-furoyl)amino-3-(1-butyl-1,2,3,6-tetrahydropyridin-4-yl)-1H-indole O1C(=CC=C1)C(=O)NC=1C=C2C(=CNC2=CC1)C=1CCN(CC1)CCCC